bis(diisopropylamino)(ethyl)aluminum C(C)(C)N(C(C)C)[Al](CC)N(C(C)C)C(C)C